C(CCC)[Mg].[Mg] magnesium Butyl-magnesium